N4-(3-Bromophenyl)-N6-methyl-pyrido[3,4-d]pyrimidine-4,6-diamine BrC=1C=C(C=CC1)NC=1C2=C(N=CN1)C=NC(=C2)NC